O1CC(CC1)CNC(=O)C=1N=NN(C1)CCCCC=1SC(=NN1)NC(CC1=CC(=CC=C1)OC(F)(F)F)=O N-(oxolan-3-ylmethyl)-1-[4-(5-{2-[3-(trifluoromethoxy)phenyl]acetamido}-1,3,4-thiadiazol-2-yl)butyl]-1H-1,2,3-triazole-4-carboxamide